Methyl Arachidoyl Fluorophosphonate FP(OC)(OC(CCCCCCCCCCCCCCCCCCC)=O)=O